C(CCCCCCCCCCCCCCCCCCCCCCCCC)(=O)N[C@H](CO)[C@H](O)C(CCCCCCCCCCCCCCCC)O N-(hexacosanoyl)-4R-hydroxy-eicosasphinganine